NCC1CCC(CC1)CCCN 3-[4-(aminomethyl)cyclohexyl]propylamine